3-[(3R)-1-[2'-(Dimethylphosphoryl)-3,5-difluoro-[1,1'-biphenyl]-4-yl]-2-oxopiperidin-3-yl]-1-[4-(trifluoromethoxy)phenyl]urea CP(=O)(C)C1=C(C=CC=C1)C1=CC(=C(C(=C1)F)N1C([C@@H](CCC1)NC(NC1=CC=C(C=C1)OC(F)(F)F)=O)=O)F